5-(3-hydroxybut-1-yn-1-yl)-2-oxo-1-phenyl-1,2-dihydropyridine-3-carboxamide OC(C#CC=1C=C(C(N(C1)C1=CC=CC=C1)=O)C(=O)N)C